3-phenylpiperidine-4-amine C1(=CC=CC=C1)C1CNCCC1N